FC1=CC=CC(=N1)S(=O)(=O)NC(=O)C=1C(=NC(=CC1)C1=CC=CC=C1)OC1=C(C=C(C=C1C)C)C N-[(6-Fluoro-2-pyridyl)sulfonyl]-6-phenyl-2-(2,4,6-trimethylphenoxy)pyridin-3-carboxamid